(5-amino-1-carboxypentyl)iminodiacetic acid NCCCCC(C(=O)O)N(CC(=O)O)CC(=O)O